1-(3-methoxypropyl)-4-Piperidineamine COCCCN1CCC(CC1)N